1,4-phenylene ether C12=CC=C(C=C1)O2